C(C)(=O)C1=CC=C(S1)C1=CC(=C(C=C1)NC(OC(C)(C)C)=O)[N+](=O)[O-] tert-butyl N-[4-(5-acetyl-2-thienyl)-2-nitro-phenyl]carbamate